C=1N=CN2C1C1=CC=CC=C1[C@H]2C2=C(C=CC=1CCCCC21)C(=O)N ((S)-5H-imidazo[5,1-a]isoindol-5-yl)-5,6,7,8-tetrahydronaphthalene-2-carboxamide